3-oxo-1,3-dihydro-spiro[indene-2,4'-piperidine]-1'-carboxylic acid tert-butyl ester C(C)(C)(C)OC(=O)N1CCC2(CC1)CC1=CC=CC=C1C2=O